C([C@@H](O)C)(=O)O.N[C@@H](CC1=CNC=N1)C(=O)O Histidine L-(+)-Lactate